CC=1C(=NC=C(C1)C)N1CCC(CC1)CCN1N=C(C=2CCCCC12)C(=O)N1CCC(CC1)NC(C)=O N-[1-[1-[2-[1-(3,5-dimethyl-2-pyridyl)-4-piperidyl]ethyl]-4,5,6,7-tetrahydroindazole-3-carbonyl]-4-piperidyl]acetamide